3-(2-ethyl-5-(trifluoromethyl)phenyl)-1-methyl-1-(2-(1-methyl-1H-imidazo[1,2-b]pyrazole-7-carbonyl)-2-azaspiro[3.3]heptan-6-yl)urea C(C)C1=C(C=C(C=C1)C(F)(F)F)NC(N(C1CC2(CN(C2)C(=O)C2=C3N(N=C2)C=CN3C)C1)C)=O